tetrahydropyranyl-1,3-propanediol O1C(CCCC1)C(CCO)O